ClC=1C=C(C=CC1C)NC(=O)NCC=1C=C2CN(C(C2=C(C1)C)=O)C1C(NC(CC1)=O)=O 1-(3-chloro-4-methyl-phenyl)-3-[[2-(2,6-dioxo-3-piperidyl)-7-methyl-1-oxo-isoindolin-5-yl]methyl]urea